Tert-butyl (R)-3-(4-(8-(2,4-dichlorophenyl)-3-(methoxycarbonyl)-6,7-dihydro-5H-benzo[7]annulen-9-yl)phenoxy)pyrrolidine-1-carboxylate ClC1=C(C=CC(=C1)Cl)C=1CCCC2=C(C1C1=CC=C(O[C@H]3CN(CC3)C(=O)OC(C)(C)C)C=C1)C=CC(=C2)C(=O)OC